ClC=1C(=C(C(=CC1C)O)O)O 3-chloro-2,6-dihydroxy-4-methyl-Phenol